4-(2-(((R)-((S)-7-(5-methyl-1-phenyl-1H-pyrazol-4-yl)-2,3-dihydro-1H-pyrido[2,3-b][1,4]oxazin-3-yl)(phenyl)methyl)amino)ethyl)benzonitrile CC1=C(C=NN1C1=CC=CC=C1)C1=CC2=C(O[C@@H](CN2)[C@@H](C2=CC=CC=C2)NCCC2=CC=C(C#N)C=C2)N=C1